FC1(OC(OC(C1(F)F)(F)F)(C(F)(F)F)C(F)(F)F)F perfluoro-2,2-dimethyl-1,3-dioxan